C(C)N1CCN(CC1)CC=1C=CC(=NC1)NC1=NC=C(C(=N1)C1=CC2=C(N(N=C2C=C1)C)C(C)C)F N-[5-[(4-ethyl-1-piperazinyl)methyl]-2-pyridinyl]-5-fluoro-4-[2-methyl-3-(1-methylethyl)-2H-indazol-5-yl]-2-pyrimidinamine